C1(CC1)C=1N=NN(C1)[C@H](C(=O)N1[C@@H](C[C@H](C1)O)C(=O)N[C@H]1[C@@H](C1)C1=C(C=CC=C1)OC(F)(F)F)C(C)(C)C (2S,4R)-1-[(2S)-2-(4-cyclopropyltriazol-1-yl)-3,3-dimethyl-butanoyl]-4-hydroxy-N-[(1R,2S)-2-[2-(trifluoromethoxy)phenyl]cyclopropyl]pyrrolidine-2-carboxamide